2-p-nitrobenzoyl-2-acetamido-1,3-propylene glycol [N+](=O)([O-])C1=CC=C(C(=O)C(CO)(CO)NC(C)=O)C=C1